BrC1=CC=C(C=C1)C(C)(C)C=1N=C(SC1)NC(=O)NCC=1C(=NC(=NC1)N1CCNCC1)C 1-(4-(2-(4-bromophenyl)-propan-2-yl)thiazol-2-yl)-3-((4-methyl-2-(piperazin-1-yl)pyrimidin-5-yl)meth-yl)urea